(3S,4S)-1-(4-((S)-4-acetyl-3-(propylcarbamoyl)piperazine-1-carbonyl)benzoyl)-N3,N4-bis((1S,2R)-2-phenylcyclopropyl)pyrrolidine-3,4-dicarboxamide C(C)(=O)N1[C@@H](CN(CC1)C(=O)C1=CC=C(C(=O)N2C[C@H]([C@@H](C2)C(=O)N[C@@H]2[C@H](C2)C2=CC=CC=C2)C(=O)N[C@@H]2[C@H](C2)C2=CC=CC=C2)C=C1)C(NCCC)=O